3-methyl-1,2λ6-oxathiolane-2,2-dione CC1S(OCC1)(=O)=O